O(C(C(F)(F)OC(C(F)F)O)(F)F)C(C(F)(F)OC(C(F)F)O)(F)F 2'-((oxybis(1,1,2,2-tetrafluoroethane-2,1-diyl))bis(oxy))bis(2,2-difluoroethane-1-ol)